4-(N-(bicyclo[1.1.1]pent-1-yl)sulfamoyl)-N-(3-chloro-4-fluorophenyl)-1,3,5-trimethyl-1H-pyrrole-2-carboxamide C12(CC(C1)C2)NS(=O)(=O)C=2C(=C(N(C2C)C)C(=O)NC2=CC(=C(C=C2)F)Cl)C